COC1=CC=C(C=C1)NC2=CC=C(C=C2)OC 4,4'-Dimethoxydiphenylamine